4-((1-(4-(4-methoxyphenyl)butyl)-1H-1,2,3-triazol-5-yl)methyl)thiomorpholine 1,1-dioxide COC1=CC=C(C=C1)CCCCN1N=NC=C1CN1CCS(CC1)(=O)=O